[O-]S(=O)(=O)C(F)(F)F.C(CCC)[N+]1=C(NC=C1)C butylmethylimidazolium triflate